C(C)(C)(C)OC(N(C(=O)OC(C)(C)C)C=1N=C(C2=C(C=CC=C2C1)C#C[Si](C(C)C)(C(C)C)C(C)C)Br)=O tert-butyl(1-bromo-8-((triisopropylsilyl)ethynyl)isoquinolin-3-yl)(tert-butoxycarbonyl)carbamate